N1C(CC[C@H]1C(=O)OC(C)(C)C)=O Tert-butyl (S)-2-pyrrolidone-5-carboxylate